2-(2-Chloro-5-isopropyl-8-oxothieno[2',3':4,5]pyrrolo[1,2-d][1,2,4]triazin-7(8H)-yl)-N-(3-hydroxy-3-methyl-butyl)acetamide ClC1=CC2=C(C=C3N2C(=NN(C3=O)CC(=O)NCCC(C)(C)O)C(C)C)S1